4-(((5-(2-chlorophenoxy)-1,1-dioxido-4H-benzo[e][1,2,4]thiadiazin-3-yl)amino)methyl)benzenesulfonamide ClC1=C(OC2=CC=CC3=C2NC(=NS3(=O)=O)NCC3=CC=C(C=C3)S(=O)(=O)N)C=CC=C1